ClC=1C=C2C(=NC1)C(N(C2=O)CC2=CC=C(C=C2)OC)(C)C 3-chloro-6-(4-methoxybenzyl)-7,7-dimethyl-6,7-dihydro-5H-pyrrolo[3,4-b]pyridin-5-one